(2-amino-5-((4-methoxybenzyl)oxy)phenyl)dimethylphosphine oxide NC1=C(C=C(C=C1)OCC1=CC=C(C=C1)OC)P(C)(C)=O